5-(((1R,2R)-2-(Benzylamino)cyclohexyl)(methyl)amino)-2-(2,6-dioxopiperidin-3-yl)isoindolin-1,3-dion C(C1=CC=CC=C1)N[C@H]1[C@@H](CCCC1)N(C=1C=C2C(N(C(C2=CC1)=O)C1C(NC(CC1)=O)=O)=O)C